citric acid sodium phosphate P(=O)([O-])([O-])[O-].[Na+].C(CC(O)(C(=O)O)CC(=O)O)(=O)O.[Na+].[Na+]